C1(CCC1)N1N=CC(=C1)C1=C(C(=O)OCC)C=C(C=C1F)NC(=O)C1(CC1)C1=CC(=C(C=C1)F)F Ethyl 2-(1-cyclobutyl-1H-pyrazol-4-yl)-5-({[1-(3,4-difluorophenyl) cyclopropyl] carbonyl}amino)-3-fluorobenzoate